1-(9,9-dimethyl-9h-fluorene-2-yl)isoquinoline CC1(C2=CC=CC=C2C=2C=CC(=CC12)C1=NC=CC2=CC=CC=C12)C